FC1=C(C=CC=C1)C=1OC=C(N1)\C(\C)=N\[S@](=O)C(C)(C)C (R,E)-N-(1-(2-(2-fluorophenyl)oxazol-4-yl)ethylidene)-2-methylpropane-2-sulfinamide